Dodecan-1,12-diamin C(CCCCCCCCCCCN)N